tert-butyl (2R,5S)-4-[7-(6-cyanopyridazin-4-yl)spiro[6H-pyrrolo[2,3-d]pyrimidine-5,1'-cyclobutane]-4-yl]-2,5-dimethylpiperazine-1-carboxylate C(#N)C1=CC(=CN=N1)N1CC2(CCC2)C2=C1N=CN=C2N2C[C@H](N(C[C@@H]2C)C(=O)OC(C)(C)C)C